C(C1=CC(=CC(=C1O)C(C1=CC=CC=C1)C)C)C1=CC(=CC(=C1O)C(C1=CC=CC=C1)C)C 2,2'-methylene-bis-(6-α-methylbenzyl-p-cresol)